OC=1C2=C(N=C(N1)C)C=NC(=C2)N2C[C@H](CC2)NC(C)=O N-[(3S)-1-(4-hydroxy-2-methylpyrido[3,4-d]pyrimidin-6-yl)pyrrolidin-3-yl]acetamide